(2,5-dioxo-2,5-dihydro-1H-pyrrol-1-yl)butanoic acid O=C1N(C(C=C1)=O)C(C(=O)O)CC